2-((4-(1-(Cyclohexylmethyl)-4-(4-fluorophenyl)-1H-imidazol-5-yl)pyrimidin-2-yl)amino)ethan-1-ol C1(CCCCC1)CN1C=NC(=C1C1=NC(=NC=C1)NCCO)C1=CC=C(C=C1)F